rel-(2S,3R,4R,5S)-4-[[3-(3-methoxy-2-methyl-4-pyridyl)-4,5-dimethyl-5-(trifluoromethyl)tetrahydrofuran-2-carbonyl]amino]pyridine-2-carboxamide COC=1C(=NC=CC1[C@@H]1[C@H](O[C@@]([C@@H]1C)(C(F)(F)F)C)C(=O)NC1=CC(=NC=C1)C(=O)N)C |o1:8,9,11,12|